4-Thiazolidinone S1CNC(C1)=O